P(=O)(OCC(=O)[C@H]1CC[C@H]2[C@@H]3CCC4C[C@](CC[C@@]4(C3CC[C@]12C)C)(C)O)([O-])[O-].[Na+].[Na+] sodium 2-((3R,8R,10S,13S,14S,17S)-3-hydroxy-3,10,13-trimethylhexadecahydro-1H-cyclopenta[a]phenanthren-17-yl)-2-oxoethyl phosphate